[Bi].[Na].C(C=C)(=O)OCCCCCCC[SiH2]C(Cl)Cl acryloxyheptyl-dichloromethylsilane Sodium bismuth